tert-butyl N-[5-[[2-[(2R,5R)-4,4-difluoro-5-methyl-2-phenyl-1-piperidyl]-2-oxo-acetyl]amino]-3-methyl-2-pyridyl]carbamate FC1(C[C@@H](N(C[C@H]1C)C(C(=O)NC=1C=C(C(=NC1)NC(OC(C)(C)C)=O)C)=O)C1=CC=CC=C1)F